FC(CCCOC=1C=C(C(=CC1)C(=O)OC)C(=O)OC)(CO)F Dimethyl 4-(4,4-difluoro-5-hydroxy-pentoxy)benzene-1,2-dicarboxylate